BrC1=CC=2C(N=C1)=NN(C2)C=2C=C(C=CC2F)N2CC(C2)(F)F N-(3-{5-bromo-2H-pyrazolo[3,4-b]pyridin-2-yl}-4-fluorophenyl)-3,3-difluoroazetidine